F[C@@H]1[C@H]([C@@H]2CN[C@]1(CC2)C)OC2=CC=C(N=N2)C2=C(C=C(C=C2)N2C=NC(=C2)C)O 2-(6-(((1S,4S,5S,6S)-6-fluoro-1-methyl-2-azabicyclo[2.2.2]octan-5-yl)oxy)pyridazin-3-yl)-5-(4-methyl-1H-imidazol-1-yl)phenol